BrC=1C=C(C=C(C1)Cl)NC(=O)NC1=CC(=CC(=C1)OC)Br 1-(3-bromo-5-chlorophenyl)-3-(3-bromo-5-methoxyphenyl)urea